C(C)(=O)N[C@@H](CC(C)C)C(=O)O.N1=CC=CC=2CCC[C@H](C12)C(CCCN)N 1-[(8S)-5,6,7,8-tetrahydro-8-quinolyl]-1,4-butanediamine N-acetyl-L-leucine salt